C(C)OC1=NC=CC=C1C1=CC(=C2C(=N1)C(=NN2C(C)C)C)NCC=2C=1N(C=CC2)C(=NN1)C 5-(2-ethoxy-3-pyridinyl)-1-isopropyl-3-methyl-N-[(3-methyl-[1,2,4]triazolo[4,3-a]pyridin-8-yl)methyl]pyrazolo[4,3-b]pyridin-7-amine